TetraHydroFurfurylAlcohol C(C1CCCO1)O